ClC1=CC=C(C=N1)[C@@]1(C[C@@H](N[C@@H](C1)C=1N=NN(C1)C)C)O (2S,4S,6S)-4-(6-chloro-3-pyridinyl)-2-methyl-6-(1-methyltriazol-4-yl)piperidin-4-ol